tert-Butyl 3-(6-methoxypyridin-3-yl)-3-(3-methylenecyclobutyl)propanoate COC1=CC=C(C=N1)C(CC(=O)OC(C)(C)C)C1CC(C1)=C